2-Propynyl methacrylate C(C(=C)C)(=O)OCC#C